C(N)(O[C@H]1[C@@H](C1)C1=CC(=C(C=C1)[Sn](C)(C)C)F)=O ((1r,2s)-2-(3-fluoro-4-(trimethylstannyl) phenyl) cyclopropyl) carbamate